4-((2,4-bis(benzyloxy)-5-isopropyl-N-(4-morpholinophenyl)benzamido)methyl)benzoic acid C(C1=CC=CC=C1)OC1=C(C(=O)N(C2=CC=C(C=C2)N2CCOCC2)CC2=CC=C(C(=O)O)C=C2)C=C(C(=C1)OCC1=CC=CC=C1)C(C)C